O=C(C=C(C)OC([C@@H](NC(=O)OCC1=CC=CC=2C3=CC=CC=C3CC12)C1=CC=CC=C1)=O)C1=CC=CC=C1 (E)-fluorenylmethoxycarbonyl-L-phenylglycine-4-oxo-4-phenyl-2-buten-2-yl ester